4-(4-(difluoromethyl)-5-(3-ethoxy-4-methoxyphenyl)pyridin-3-yl)-1,2-oxaborolan-2-ol FC(C1=C(C=NC=C1C1=CC(=C(C=C1)OC)OCC)C1CB(OC1)O)F